FC=1C(=C(C=C2C=CN=C(C12)OC[C@H]1NC(CC1)=O)C(=O)N)OC(C)C 8-fluoro-1-{[(2S)-5-oxopyrrolidin-2-yl]methoxy}-7-(propan-2-yloxy)isoquinoline-6-carboxamide